2-(2-Methylbiphenyl-3-yl)furo[2,3-b]pyridine-5-carbaldehyde CC1=C(C=CC=C1C1=CC=2C(=NC=C(C2)C=O)O1)C1=CC=CC=C1